NC=1C=CC(=NC1C=C)C(=O)N[C@H](C(=O)OCC)CCC(=O)OCC 1,5-Diethyl (2S)-2-[(5-amino-6-ethenylpyridinyl)formamido]pentanedioate